3-(7-(2-((tert-butyl)(oxycarbonylamino))-3-cyano-5-fluoro-1-benzothien-4-yl)-6-chloro-2,8-difluoro-4-quinazolinyl)-3,8-diazabicyclo[3.2.1]octane-8-carboxylic acid tert-butyl ester C(C)(C)(C)OC(=O)N1C2CN(CC1CC2)C2=NC(=NC1=C(C(=C(C=C21)Cl)C2=C(C=CC1=C2C(=C(S1)NC(=O)OC(C)(C)C)C#N)F)F)F